FC1C2C3CN([C@@H](C3C1C=C2)C(=O)[O-])C(=O)[O-] (S)-8-fluoro-1,3,3a,4,7,7a-hexahydro-2H-4,7-methanoisoindole-1,2-dicarboxylate